N1NCCC(CCC1)O diazacyclooctan-5-ol